FC1(CN(CC[C@H]1NC1=NN2C(C(=N1)OC)=C(C(=C2)F)C=2C=C1N=CC=NC1=CC2)C2COC2)F (R)-N-(3,3-difluoro-1-(oxetan-3-yl)piperidin-4-yl)-6-fluoro-4-methoxy-5-(quinoxalin-6-yl)pyrrolo[2,1-f][1,2,4]triazin-2-amine